N-((1-((3-((5-ethyl-2-methoxyphenyl)sulfonamido)-4-methoxybenzo[d]isoxazol-6-yl)methyl)-1H-pyrazol-4-yl)methyl)-2-fluoro-N-methylacrylamide C(C)C=1C=CC(=C(C1)S(=O)(=O)NC1=NOC2=C1C(=CC(=C2)CN2N=CC(=C2)CN(C(C(=C)F)=O)C)OC)OC